(S)-2-[2-(2,5-dimethylpyrazole-3-Carbonyl)-6-(3-methyl-1H-pyrrolo[2,3-b]pyridin-5-yl)-1,2,3,4-tetrahydroisoquinolin-8-yl]pyrrolidine CN1N=C(C=C1C(=O)N1CC2=C(C=C(C=C2CC1)C=1C=C2C(=NC1)NC=C2C)[C@H]2NCCC2)C